4-bromo-N-[6-({5-ethyl-1-[(4-methoxyphenyl)methyl]-1H-pyrazol-3-yl}amino)-5-methoxy-1,2-benzoxazol-3-yl]-2,6-dimethoxybenzene-1-sulfonamide BrC1=CC(=C(C(=C1)OC)S(=O)(=O)NC1=NOC2=C1C=C(C(=C2)NC2=NN(C(=C2)CC)CC2=CC=C(C=C2)OC)OC)OC